C(C)(=O)[C@]([C@H](C=O)O)(O)[C@@](O)([C@H](O)C(O)[Si](C1=CC=CC=C1)(C1=CC=CC=C1)C(C)(C)C)C(C)=O 3,4-diacetyl-6-tert-butyldiphenylsilyl-galactose